[K].CN1C(=NN=C1)C1(CC2(C1)OCCC2)C=2C=C(C=CC2)N2C(C1=CC(=CC(=C1C2)C(F)(F)F)CNC2(CCC2)C)=O 2-(3-((2r,4s)-2-(4-methyl-4H-1,2,4-triazol-3-yl)-5-oxaspiro[3.4]octan-2-yl)phenyl)-6-(((1-methylcyclobutyl)amino)methyl)-4-(trifluoromethyl)isoindolin-1-one potassium